5-(((2-hydroxyethyl)amino)methyl)-N-(3'-(5-(((3-hydroxypropyl)amino)methyl)-4-methoxypicolinamido)-2,2'-dimethyl-[1,1'-biphenyl]-3-yl)-4-methoxypicolinamide OCCNCC=1C(=CC(=NC1)C(=O)NC=1C(=C(C=CC1)C1=C(C(=CC=C1)NC(C1=NC=C(C(=C1)OC)CNCCCO)=O)C)C)OC